The molecule is a polyene antibiotic isolated from Streptomyces mediocidicus ATCC23936 and has been shown to exhibit a broad spectrum of antifungal activity. It has a role as a metabolite and an antifungal agent. It is a polyene antibiotic, a primary amino compound, an amino acid and an organic sulfate. C[C@@H]([C@@H](/C=C/C=C/C=C/C=C/C=C/C=C/CC(C(C)C(=O)C[C@@H](C[C@@H](/C=C/C[C@@H](C[C@H](C[C@@H](/C=C/C[C@H](C[C@@H](/C=C/C[C@H](C[C@H](CCCN)O)O)O)O)O)O)O)O)O)OS(=O)(=O)O)O)[C@H](C(C)/C=C/CC/C=C/C=C/C=C(\\C)/C(=O)O)O